3-pentyloctyl 8-((6-((4,4-bis(((Z)-oct-5-en-1-yl)oxy)butanoyl)oxy)hexyl)(3-hydroxypropyl)amino)octanoate C(CCC\C=C/CC)OC(CCC(=O)OCCCCCCN(CCCCCCCC(=O)OCCC(CCCCC)CCCCC)CCCO)OCCCC\C=C/CC